C(C1=CC=CC=C1)NC1=NC(=NC=C1C)NC1=CC2=C(B(OC2)O)C=C1 5-((4-(benzylamino)-5-methylpyrimidin-2-yl)amino)benzo[c][1,2]oxaborole-1(3H)-ol